Nicotine Stearate C(CCCCCCCCCCCCCCCCC)(=O)O.N1=CC=CC(=C1)C1N(C)CCC1